3-(o-tolyl)-2-phenylpropionamide C1(=C(C=CC=C1)CC(C(=O)N)C1=CC=CC=C1)C